sodium (S)-3-(3-(1,6-dimethyl-4-oxido-2-oxo-1,2-dihydropyridin-3-yl)ureido)-3-(5-fluoro-3'-methoxybiphenyl-3-yl)propanoate CN1C(C(=C(C=C1C)[O-])NC(N[C@@H](CC(=O)[O-])C=1C=C(C=C(C1)F)C1=CC(=CC=C1)OC)=O)=O.[Na+].[Na+]